NC(C(=O)C1=CC(=C(C=C1)O)Cl)C 2-amino-1-(3-chloro-4-hydroxyphenyl)-1-propanone